(2S)-2-({5-[2-(2,4-diamino-6-oxo-1,6-dihydropyrimidin-5-yl)acetamido]pyridin-2-yl}formamido)-3-phenylpropanoic acid NC=1NC(C(=C(N1)N)CC(=O)NC=1C=CC(=NC1)C(=O)N[C@H](C(=O)O)CC1=CC=CC=C1)=O